O[C@H](CCC)C1=NC=C(C(=N1)C)C=1C(N(C2=CC(=NC=C2C1)NC(=O)C1CC1)C)=O (R)-N-(3-(2-(1-hydroxybutyl)-4-methylpyrimidin-5-yl)-1-methyl-2-oxo-1,2-dihydro-1,6-naphthyridin-7-yl)cyclopropanecarboxamide